COC=1C=C(C=CC1OC1=CC=CC=C1)C1=CN(C=2N=CN=C(C21)N)C2CCC1(OCCO1)CC2 5-(3-methoxy-4-phenoxyphenyl)-7-(1,4-dioxaspiro[4.5]decan-8-yl)-7H-pyrrolo[2,3-d]pyrimidin-4-amine